NCCCC#CC1=CC2=CN(C=C2C=C1)C1C(NC(CC1)=O)=O 5-(5-aminopent-1-yn-1-yl)-2-(2,6-dioxopiperidin-3-yl)isoindole